3-propoxyurea C(CC)ONC(N)=O